6-((2,6-dimethyl-pyrimidin-4-yl)amino)-N-ethoxy-4-((5-fluoro-2-methoxy-3-(5-methyl-pyrimidin-2-yl)phenyl)amino)nicotinamide CC1=NC(=CC(=N1)NC1=NC=C(C(=O)NOCC)C(=C1)NC1=C(C(=CC(=C1)F)C1=NC=C(C=N1)C)OC)C